C1=NC=CC=2N(C=3C=CC=CC3C21)C2=CC=C(C=C2)B(O)O (4-(5H-pyrido[4,3-b]indol-5-yl)phenyl)boronic acid